NNC(N)=S hydrazine-2-thiocarboxamide